C12NCCC2N(C1)S(=O)(=O)C1=CC(=C(C=C1)NC1=NN2C=NC(=C(C2=N1)OC(C)C)C=1C=NNC1)F N-(4-{2,6-diazabicyclo[3.2.0]heptane-6-sulfonyl}-2-fluorophenyl)-8-isopropoxy-7-(1H-pyrazol-4-yl)-[1,2,4]triazolo[1,5-c]pyrimidin-2-amine